C12OCCC(CC1)O2 2,8-dioxabicyclo[3.2.1]octane